5-bromo-3-iodo-2-methyl-benzaldehyde BrC=1C=C(C(=C(C=O)C1)C)I